COC=1C=C(C=CC1NC1=CC(=C2C(=N1)NC=C2C(F)(F)F)NC)C(=O)N2CCN(CC2)C (3-methoxy-4-((4-(methylamino)-3-(trifluoromethyl)-1H-pyrrolo[2,3-b]pyridin-6-yl)amino)phenyl)(4-methylpiperazin-1-yl)methanone